C(C)(C)(C)OC(=O)N1CC2(C1)CN(C2)CC2=C(C=CC=C2)C(NC)=O 6-[[2-(methylcarbamoyl)phenyl]methyl]-2,6-diazaspiro[3.3]heptane-2-carboxylic acid tert-butyl ester